6-(2-Chloro-5-fluoropyrimidin-4-yl)-4-fluoro-1-isopropyl-1H-benzo[d]imidazole ClC1=NC=C(C(=N1)C=1C=C(C2=C(N(C=N2)C(C)C)C1)F)F